O1CCC(CC1)OC=1C=CC(=NC1)NC(=S)N 1-(5-(tetrahydro-2H-pyran-4-yloxy)pyridin-2-yl)thiourea